5-{2-amino-[1,2,4]triazolo[1,5-a]pyridin-7-yl}-N-(1-benzyl-1H-pyrazol-4-yl)-2-chloropyridine-3-carboxamide NC1=NN2C(C=C(C=C2)C=2C=C(C(=NC2)Cl)C(=O)NC=2C=NN(C2)CC2=CC=CC=C2)=N1